7-bromo-4-formyl-2,3-dihydro-1H-indene-5-carboxylic acid methyl ester COC(=O)C=1C(=C2CCCC2=C(C1)Br)C=O